ClC=1C(=NC(=NC1)N[C@H]1[C@@H](COCC1)O)C=1C=C2C3(C(=NC2=C(C1)F)C(C)(C)O)CCCCC3 (3S,4R)-4-((5-Chloro-4-(7'-fluoro-2'-(2-hydroxypropan-2-yl)spiro[cyclohexane-1,3'-indole]-5'-yl)pyrimidin-2-yl)amino)tetrahydro-2H-pyran-3-ol